(7-{[(2R,5S)-2-ethyl-5-methyl-2,3-dihydropyrido[2,3-f][1,4]oxazepin-4(5H)-yl]methyl}-1-benzothiophen-5-yl)propanoic acid C(C)[C@H]1OC2=C([C@@H](N(C1)CC1=CC(=CC=3C=CSC31)C(C(=O)O)C)C)N=CC=C2